3,4-dihydroxyquinoline OC=1C=NC2=CC=CC=C2C1O